NC1=CC(=C(OC=2C=C3CCN(CC3=CC2)C=2SC=CN2)C(=C1)Cl)Cl 6-(4-amino-2,6-dichlorophenoxy)-2-(thiazol-2-yl)-3,4-dihydroisoquinoline